[Bi](Cl)(Cl)Cl.[Zn] zinc bismuth trichloride